ClC=1C=[N+](C2=CC(=CC(=C2C1)Cl)I)[O-] 3,5-Dichloro-7-iodoquinoline 1-oxide